5-(1-(3,3-difluorocyclobutyl)-1H-benzo[d][1,2,3]triazol-6-yl)-6-fluoro-N-((3S,4R)-3-fluoro-1-(oxetan-3-yl)piperidin-4-yl)-4-methoxypyrrolo[2,1-f][1,2,4]triazin-2-amine FC1(CC(C1)N1N=NC2=C1C=C(C=C2)C=2C(=CN1N=C(N=C(C12)OC)N[C@H]1[C@H](CN(CC1)C1COC1)F)F)F